6-(4-amino-1-tert-butyl-pyrazolo[3,4-d]pyrimidin-3-yl)-N-(cyclopropylmethoxy)-1H-indole-2-carboxamide NC1=C2C(=NC=N1)N(N=C2C2=CC=C1C=C(NC1=C2)C(=O)NOCC2CC2)C(C)(C)C